COC(=O)C1=C(C=NC=C1)NC[C@@H]1CCC2=CC(=CC=C12)N(C1=CC=C(C=C1)C)C 3-({[(1R)-5-[methyl-(4-methylphenyl)amino]-2,3-dihydro-1H-inden-1-yl]methyl}amino)pyridine-4-carboxylic acid methyl ester